C(#N)C[C@@H]1CC[C@H](CC1)C(=O)N(C[C@@H]1CC[C@H](CC1)C1=CC(=C(C=C1)OC)C)C1=CC(=CC=C1)C1=CN=C(S1)C1CC1 trans-4-(Cyanomethyl)-N-(3-(2-cyclopropylthiazol-5-yl)phenyl)-N-((trans-4-(4-methoxy-3-methylphenyl)cyclohexyl)methyl)-cyclohexanecarboxamide